COC1=C(N)C=C(C=C1)C 2-Methoxy-5-methylaniline